2-[2-methyl-4-(trifluoromethyl)phenyl]-5-[1-(benzenesulfonyl)-1H-pyrrolo[2,3-b]pyridin-4-yl]-1H-pyrrole-3-carboxylic acid methyl ester COC(=O)C1=C(NC(=C1)C1=C2C(=NC=C1)N(C=C2)S(=O)(=O)C2=CC=CC=C2)C2=C(C=C(C=C2)C(F)(F)F)C